COC(=O)C1=C(C2=NC=CC(=C2S1)C1=CC(=CC(=C1)F)F)N 3-amino-7-(3,5-difluorophenyl)thieno[3,2-b]Pyridine-2-carboxylic acid methyl ester